FC=1C=CC2=C(C(NC3=NC4=C(C(NCCCO2)=O)C=NN4C=C3)CO)C1 12-fluoro-14-(hydroxymethyl)-5,6,7,8,14,15-hexahydro-4H-1,16-ethenopyrazolo[4,3-g][1,5,9,11]benzoxatriazacyclotetradecin-4-one